C1(CCCCC1)C1=C(C=C(OCC2=CC(=C(C(=O)OC)C=C2)C)C=C1)C(F)(F)F methyl 4-((4-cyclohexyl-3-(trifluoromethyl)phenoxy)methyl)-2-methylbenzoate